C(C=C)C1(C(N(CC1O)C(=O)OC(C)(C)C)C(=O)OC)CCCO 1-tert-butyl 2-methyl 3-allyl-4-hydroxy-3-(3-hydroxypropyl)pyrrolidine-1,2-dicarboxylate